N[C@H](C)C1=CC=CC=2SCCC21 (R)-4-(1-aminoethyl)-2,3-dihydrobenzo[b]thiophene